1-Butyl-2-Methylpyrrolidinium acetat C(C)(=O)[O-].C(CCC)[NH+]1C(CCC1)C